S(N)(OC1=C(C=CC(=C1)NC(=O)OC(C)(C)C)F)(=O)=O 5-((Tert-Butoxycarbonyl) amino)-2-fluorophenyl sulfamate